FC(C(=O)O)(F)F.C1OCC12CN(C2)CC(C(=O)N[C@H]2CN(CCC2)CC2=CC(=NC=C2)C(=O)NC2=CC=C(C=C2)C2=CC1=C(N=CN=C1N1CCOCC1)N2)=C (R)-4-((3-(2-((2-oxa-6-azaspiro[3.3]heptan-6-yl)methyl)acrylamido)piperidin-1-yl)methyl)-N-(4-(4-morpholino-7H-pyrrolo[2,3-d]pyrimidin-6-yl)phenyl)picolinamide trifluoroacetate